[Br-].C(=C)C1=NC=CN1CC vinyl-3-ethylimidazole bromide